N1(CCCC1)C(=O)C1CCN(CC1)C1=CC=C(C=C1)C=1C=NN(C1)C1OCCCC1 pyrrolidin-1-yl(1-(4-(1-(tetrahydro-2H-pyran-2-yl)-1H-pyrazol-4-yl)phenyl)piperidin-4-yl)methanone